4-chlorophenyl (5R)-3,3-difluoro-5-(2-methyl-5-oxopyrrolidin-1-yl)piperidine-1-carboxylate FC1(CN(C[C@@H](C1)N1C(CCC1=O)C)C(=O)OC1=CC=C(C=C1)Cl)F